Cl.C(C)OC1=NC=2N(C=C1C(=O)NC=1N=NC(=CC1)N1C[C@@H](NCC1)C)C=C(N2)C (S)-7-ethoxy-2-methyl-N-(6-(3-methylpiperazin-1-yl)pyridazin-3-yl)imidazo[1,2-a]pyrimidine-6-carboxamide hydrochloride